Ethyl 12-chloro-9-(2-fluorophenyl)-2,3,8-triazatricyclo[8.4.0.02,6]tetradeca-1(10),3,5,8,11,13-hexaene-4-carboxylate ClC1=CC=2C(=NCC3=CC(=NN3C2C=C1)C(=O)OCC)C1=C(C=CC=C1)F